1-benzyl-3-(1-methyl-1H-pyrazol-4-yl)-3-(trifluoromethyl)pyrrolidine-2,4-dione C(C1=CC=CC=C1)N1C(C(C(C1)=O)(C(F)(F)F)C=1C=NN(C1)C)=O